N-(2-Chloro-5-methoxyphenyl)-3,3-diethoxypropanamide ClC1=C(C=C(C=C1)OC)NC(CC(OCC)OCC)=O